Tert-butyl N-(2-amino-2-oxo-ethyl)-N-[[(2S)-pyrrolidine-2-carbonyl]amino]carbamate NC(CN(C(OC(C)(C)C)=O)NC(=O)[C@H]1NCCC1)=O